Tert-Butyl 3-cyanoazetidine-1-carboxylate C(#N)C1CN(C1)C(=O)OC(C)(C)C